ONC(C=CC1=C(C(=CC=C1)C1=CC=CC=C1)S(N)(=O)=O)=O N-HYDROXY-3-(3-PHENYL-SULFAMOYLPHENYL)ACRYLAMIDE